N1=NC(C2=C1C=CC=N2)=O.[Kr].[Rb] rubidium krypton pyrazolopyridone